2-(((2,2-Dimethyl-1,3-dioxolan-4-yl)methyl)amino)-N-(4-(3-isopropyl-2-(8-methoxy-[1,2,4]triazolo[1,5-a]pyridin-6-yl)-1H-indol-5-yl)cyclohexyl)acetamid CC1(OCC(O1)CNCC(=O)NC1CCC(CC1)C=1C=C2C(=C(NC2=CC1)C=1C=C(C=2N(C1)N=CN2)OC)C(C)C)C